C(CC(O)(C(=O)O)CC(=O)O)(=O)O.C(CC(O)(C(=O)O)CC(=O)O)(=O)O citric acid, citric acid salt